3-CHLOROTHIOPHENE-4-CARBOXALDEHYDE ClC1=CSC=C1C=O